(2R,5S)-4-(6-bromoquinazolin-4-yl)-2,5-dimethylpiperazine-1-carboxylic acid tert-butyl ester C(C)(C)(C)OC(=O)N1[C@@H](CN([C@H](C1)C)C1=NC=NC2=CC=C(C=C12)Br)C